6-fluoro-7-[3-(methoxyamino)azetidin-1-yl]5-methyl-4-oxo-1-(1,2,4-thiadiazol-5-yl)-1,4-dihydro-1,8-naphthyridine-3-carboxylic acid FC=1C(=C2C(C(=CN(C2=NC1N1CC(C1)NOC)C1=NC=NS1)C(=O)O)=O)C